3-(1-Oxo-5-(4-(piperidine-4-carbonyl)piperazin-1-yl)isoindolin-2-yl)piperidine-2,6-dione hydrochloride Cl.O=C1N(CC2=CC(=CC=C12)N1CCN(CC1)C(=O)C1CCNCC1)C1C(NC(CC1)=O)=O